acryloyloxy-2,2,3,3,4,4,5,5-octafluorohexane C(C=C)(=O)OCC(C(C(C(C)(F)F)(F)F)(F)F)(F)F